2-(difluoromethyl)-N-(3-isobutyl-1,1-dimethyl-indan-4-yl)tetrahydrobenzoxazepine-3-carboxamide FC(N1OC=2C(CCC1C(=O)NC1=C3C(CC(C3=CC=C1)(C)C)CC(C)C)CC=CC2)F